N=1C=CN2C1C=CC=C2N2C(N=C(C1=CC=C(C=C21)OC(F)(F)F)NC)=O 1-(imidazo[1,2-a]pyridin-5-yl)-4-(methylamino)-7-(trifluoromethoxy)-quinazolin-2(1H)-one